(R)-N'-((8-cyano-1,2,3,5,6,7-hexahydro-s-indacen-4-yl)carbamoyl)-2-(1-hydroxy-2-methylpropan-2-yl)thiazole-5-sulfonimidamide C(#N)C=1C=2CCCC2C(=C2CCCC12)NC(=O)N=[S@](=O)(N)C1=CN=C(S1)C(CO)(C)C